2-((2-cyclopentyl-6-methoxy-2H-indazol-5-yl)carbamoyl)-6-methylpyridine 1-oxide C1(CCCC1)N1N=C2C=C(C(=CC2=C1)NC(=O)C1=[N+](C(=CC=C1)C)[O-])OC